5-fluoro-2-nitro-N-(pyridin-4-ylmethyl)benzenamine FC=1C=CC(=C(C1)NCC1=CC=NC=C1)[N+](=O)[O-]